C(CC)SCCC propyl sulfide